C(C)N(C(C1=C(C=CC(=C1)F)OC=1C(=NC=NC1)N1CC2C(C2C1)NC[C@@H]1CC[C@H](CC1)NS(=O)(=O)C)=O)C(C)C N-ethyl-5-fluoro-N-isopropyl-2-((4-(6-(((trans-4-(methylsulfonamido)cyclohexyl)methyl)amino)-3-azabicyclo[3.1.0]hexane-3-yl)pyrimidine-5-yl)oxy)benzamide